N-(2-((2,5-dichloropyrimidin-4-yl)amino)phenyl)methanesulfonamide ClC1=NC=C(C(=N1)NC1=C(C=CC=C1)NS(=O)(=O)C)Cl